N-(cis-3-morpholinocyclobutyl)-5-(1,8-naphthyridin-3-yl)pyrrolo[2,1-f][1,2,4]triazin-2-amine O1CCN(CC1)[C@H]1C[C@H](C1)NC1=NN2C(C=N1)=C(C=C2)C=2C=NC1=NC=CC=C1C2